ClCC(=O)NC(NC1=CC=CC=C1)=O 2-chloro-N-(phenylcarbamoyl)acetamide